CN(C(=O)C=1C=C(C=C(C1)[N+](=O)[O-])B(O)O)C 3-(DIMETHYLCARBAMOYL)-5-NITROBENZENEBORONIC ACID